BrC1=CC=C(C=C1)S(=O)(=O)C1CCC(CC1)C1=C(N=NC(=C1)C(F)(F)F)N (4-((4-bromophenyl)sulfonyl)cyclohexyl)-6-(trifluoromethyl)pyridazin-3-amine